Cl.N1(C=CC2=CC=CC=C12)N Indol-1-amine hydrochloride